FC(F)(F)S(=N)C(F)(F)F.C(CCC)N1C=[N+](C=C1)C 1-butyl-3-methylimidazolium bistrifluoromethylsulfimide salt